COC=1C=C2C(=CC=NC2=CC1OC)OC1=CC=C(C=C1)NC(=O)C1(CC1)C(=O)N(COC)C1=CC=C(C=C1)F 1-N-[4-(6,7-Dimethoxyquinolin-4-yl)oxyphenyl]-1-N'-(4-fluorophenyl)-1-N'-(methoxymethyl)cyclopropane-1,1-dicarboxamide